O1C2=C(OCC1)C(=CC=C2)NC2=NC=1N(C(=C2)NC)N=CC1NC(=O)N[C@@H]1[C@@H](CC1)O 1-(5-((2,3-dihydrobenzo[b][1,4]dioxin-5-yl)amino)-7-(methylamino)pyrazolo[1,5-a]pyrimidin-3-yl)-3-((1S,2R)-2-hydroxycyclobutyl)urea